3-(8-amino-1-(4-fluoroindolin-5-yl)-6-methylimidazo[1,5-a]pyrazin-3-yl)-1-methylcyclobutanol hydrochloride Cl.NC=1C=2N(C=C(N1)C)C(=NC2C=2C(=C1CCNC1=CC2)F)C2CC(C2)(O)C